ClC=1C=C(C(=O)N2CC=3C(=NN4C3C(N(C[C@H]4C)C(C)C4=CC=C(C=C4)S(=O)(=O)C)=O)C[C@H]2C)C=CC1Cl (3R,7R)-2-(3,4-dichlorobenzoyl)-3,7-dimethyl-9-(1-(4-(methylsulfonyl)phenyl)ethyl)-1,2,3,4,8,9-hexahydropyrido[4',3':3,4]pyrazolo[1,5-a]pyrazin-10(7H)-one